C(C)(C)OC(=O)C1=CC=2N(C(=C1)OC)C(=CN2)C2CC2 3-cyclopropyl-5-methoxyimidazo[1,2-a]Pyridine-7-carboxylic acid isopropyl ester